4-(Boc-amino)benzeneboronic acid C(=O)(OC(C)(C)C)NC1=CC=C(C=C1)B(O)O